methyl 6-methyl-4-((1-methylpiperidin-4-yl)ethynyl)picolinate CC1=CC(=CC(=N1)C(=O)OC)C#CC1CCN(CC1)C